FC(OC1=CC=CC(=N1)C1(OCC1)CNC(=O)C1CC12CCC(CC2)(F)F)F N-[[2-[6-(difluoromethoxy)-2-pyridyl]oxetan-2-yl]methyl]-6,6-difluoro-spiro[2.5]octane-2-carboxamide